[Si](C)(C)(C(C)(C)C)C#CC=O 3-TERT-BUTYLDIMETHYLSILYLPROPYNAL